4-(4-Isocyanatobutyl)piperidine-1-carboxylic acid tert-butyl ester C(C)(C)(C)OC(=O)N1CCC(CC1)CCCCN=C=O